4-fluoro-N-(isoquinolin-8-ylmethyl)-2-methoxy-N-methyl-5-nitroaniline FC1=CC(=C(N(C)CC=2C=CC=C3C=CN=CC23)C=C1[N+](=O)[O-])OC